2,6-dibromo-3-aminopyridine BrC1=NC(=CC=C1N)Br